(3-(difluoromethyl)imidazo[1,2-b]pyridazin-6-yl)-2-(3,3,3-trifluoropropyl)-7H-pyrrolo[2,3-d]pyrimidine FC(C1=CN=C2N1N=C(C=C2)C=2C1=C(N=C(N2)CCC(F)(F)F)NC=C1)F